3-Tert-butyldimethylsilyloxy-estra-1,3,5(10)-trien-17-one [Si](C)(C)(C(C)(C)C)OC1=CC=2CC[C@H]3[C@@H]4CCC([C@@]4(C)CC[C@@H]3C2C=C1)=O